3-(4-((tert-butyldimethylsilyl)oxy)but-1-en-1-yl)-2-fluorobenzoic acid tert-butyl ester C(C)(C)(C)OC(C1=C(C(=CC=C1)C=CCCO[Si](C)(C)C(C)(C)C)F)=O